NC1=C(C(=NC=N1)OC1=CC(=C(C=C1)NC(=O)NC1=CC(=NN1C1=CC=C(C=C1)OC)C(C)(C)C)F)C1CC1 1-(4-((6-amino-5-cyclopropyl-pyrimidine-4-yl)oxy)-2-fluorophenyl)-3-(3-(tert-butyl)-1-(4-methoxyphenyl)-1H-pyrazol-5-yl)urea